FC=1C=CC2=C(NC(=N2)N)C1 6-fluoro-1H-benzimidazole-2-amine